C1(CCCCC1)(C1=CC(=C(C(=C1)CC1=C(C=CC(=C1)C)O)O)C1CCCCC1)C1=CC(=C(C(=C1)CC1=C(C=CC(=C1)C)O)O)C1CCCCC1 4,4'-cyclohexylidenebis[2-cyclohexyl-6-[(2-hydroxy-5-methylphenyl)methyl]phenol]